6-Chloro-4-[[1-methyl-5-(1-methylpyrazol-3-yl)-4-oxo-pyrrolo[3,2-c]pyridin-3-yl]amino]-N-(methyl-d3)pyridine-3-carboxamide ClC1=CC(=C(C=N1)C(=O)NC([2H])([2H])[2H])NC1=CN(C2=C1C(N(C=C2)C2=NN(C=C2)C)=O)C